FC1(C[C@H](CN(C1)C(=O)OC1=NC=C(C=C1)Cl)N1C(CCCC1)=O)F 5-chloropyridin-2-yl (3'R)-5',5'-difluoro-2-oxo[1,3'-bipiperidine]-1'-carboxylate